eugenylbenzoate C1(=C(OC)C=C(CC=C)C=C1)OC(C1=CC=CC=C1)=O